COC=1C=C(C=CC1OC)C=1NC2=CC=C(C=C2C1CC)C(=O)N1CCC(CC1)N(C)C (2-(3,4-dimethoxyphenyl)-3-ethyl-1H-indol-5-yl)(4-(dimethylamino)piperidin-1-yl)methanone